CC1C(COC1)=O 4-methyldihydrofuran-3(2H)-one